4-butyl-5-methoxy-2-(4-methoxyphenylethyl)oxazole C(CCC)C=1N=C(OC1OC)CCC1=CC=C(C=C1)OC